(2R)-6-chloro-4-oxo-N-(3-{4-[3-(trifluoromethoxy)pyrrolidin-1-yl]-1H-pyrazol-1-yl}bicyclo[1.1.1]pentan-1-yl)-3,4-dihydro-2H-1-benzopyran-2-carboxamide ClC=1C=CC2=C(C(C[C@@H](O2)C(=O)NC23CC(C2)(C3)N3N=CC(=C3)N3CC(CC3)OC(F)(F)F)=O)C1